1-{2-[4-(2-dimethylamino-ethoxy)-anilino]-pyrimidin-4-yl}-1H-indole-3-carboxamide CN(CCOC1=CC=C(NC2=NC=CC(=N2)N2C=C(C3=CC=CC=C23)C(=O)N)C=C1)C